N-((1R,2S)-2-(3,4-difluorophenyl)cyclopropyl)-2-(pyridin-2-yl)-6-(trifluoromethyl)thieno[2,3-d]pyrimidin-4-amine FC=1C=C(C=CC1F)[C@H]1[C@@H](C1)NC=1C2=C(N=C(N1)C1=NC=CC=C1)SC(=C2)C(F)(F)F